tert-butyl 4-[3-[4-[7-amino-2-(2-hydroxy phenyl)imidazo[1,2-a]pyrimidin-6-yl]pyrazol-1-yl]cyclobutoxy]piperidine-1-carboxylate NC1=NC=2N(C=C1C=1C=NN(C1)C1CC(C1)OC1CCN(CC1)C(=O)OC(C)(C)C)C=C(N2)C2=C(C=CC=C2)O